tert-butyl (7-(5,5-dimethyl-1,3,2-dioxaborinan-2-yl)-5-phenyl-2,3,4,5-tetrahydrobenzo[b]oxepin-9-yl)carbamate CC1(COB(OC1)C1=CC2=C(OCCCC2C2=CC=CC=C2)C(=C1)NC(OC(C)(C)C)=O)C